N1C=C(C2=CC=CC=C12)CC(C)NC12CC(C1)(C2)CO (3-((1-(1H-indol-3-yl)propan-2-yl)amino)bicyclo[1.1.1]pentan-1-yl)methanol